methyl (R)-7-chloro-1-methyl-3,4-dihydroisoquinoline-3-carboxylate ClC1=CC=C2C[C@@H](N=C(C2=C1)C)C(=O)OC